FC1(CC12CCC(CC2)NC(=O)C2=CC=1C(=NC=CC1F)N2)F N-(2,2-Difluorospiro[2.5]Octane-6-yl)-4-fluoro-1H-pyrrolo[2,3-b]pyridine-2-carboxamide